2-{[3-(1-Amino-1-phenylethyl)-1-(2-methoxyethyl)pyrazolo[3,4-c]pyridin-5-yl]amino}-7,7-dimethyl-7,8-dihydro-5H-pyrano[4,3-b]pyridin-5-one NC(C)(C1=CC=CC=C1)C1=NN(C2=CN=C(C=C21)NC2=CC=C1C(=N2)CC(OC1=O)(C)C)CCOC